bis(2-(2-methoxyethoxy) ethyl) monoiodophosphate P(=O)(OCCOCCOC)(OCCOCCOC)I